2-(4-morpholino-1-piperidyl)thieno[2,3-d]thiazole-5-carboxylic acid O1CCN(CC1)C1CCN(CC1)C=1SC2=C(N1)SC(=C2)C(=O)O